(R)-4-chloro-2-(4-(2-(1-(dimethylamino)ethyl)-1-methyl-1H-imidazol-5-yl)phenoxy)benzaldehyde ClC1=CC(=C(C=O)C=C1)OC1=CC=C(C=C1)C1=CN=C(N1C)[C@@H](C)N(C)C